CC1(OC2=CC(=CC=C2C(C1)=O)S(=O)(=O)C)C 2,2-dimethyl-7-(methylsulfonyl)chroman-4-one